F[C@@H]1[C@H](C1)C(=O)C=1N=C2N(N1)[C@@H](C[C@@H]2F)C2=C(C=CC=C2)F [(1R,2S)-2-fluorocyclopropyl]-[(5S,7S)-7-fluoro-5-(2-fluorophenyl)-6,7-dihydro-5H-pyrrolo[1,2-b][1,2,4]triazol-2-yl]methanone